C(CCC)N1C(C2=CN=CC=C2C(=C1)C1=CC=C(OC2CCN(CC2)CC2CCN(CC2)C(=O)OC(C)(C)C)C=C1)=O tert-butyl 4-((4-(4-(2-butyl-1-oxo-1,2-dihydro-2,7-naphthyridin-4-yl)phenoxy)piperidin-1-yl)methyl)piperidine-1-carboxylate